FC1=C(C(=CC=C1)F)C1=NCC(NC=2SC=3CC(CC3C12)C(=O)OCC)=S ethyl 13-(2,6-difluorophenyl)-10-thioxo-7-thia-9,12-diazatricyclo[6.5.0.02,6]trideca-1(8),2(6),12-triene-4-carboxylate